5-(2-Chloro-5-fluoropyrimidin-4-yl)-1-oxo-3,5-dihydropyrrolo[3,4-c]pyrrole-2(1H)-carboxylic acid tert-butyl ester C(C)(C)(C)OC(=O)N1C(C2=CN(C=C2C1)C1=NC(=NC=C1F)Cl)=O